C(C)C1(COC1)COC1CCC(CCC1)OCC1(COC1)CC 1,4-bis[(3-ethyl-3-oxetanyl)methoxy]cycloheptane